F[C@H]1[C@H](C(CN(C1)C1=NC=CC=N1)(C)C)O 2-((4S,5R)-5-fluoro-4-hydroxy-3,3-dimethylpiperidin-1-yl)pyrimidin